molybdenum(VI) dioxide diacetate C(C)(=O)[O-].C(C)(=O)[O-].[Mo+2](=O)=O